8-bromo-2-(methylsulfanyl)-7-(pyridin-2-yl)-3H-pyrazolo[1,5-a][1,3,5]triazin-4-one BrC=1C(=NN2C1N=C(NC2=O)SC)C2=NC=CC=C2